(R)-1-(4-(4-bromophenyl)-2-(hydroxymethyl)piperazin-1-yl)-2-bromo-2-methylpropan-1-one BrC1=CC=C(C=C1)N1C[C@@H](N(CC1)C(C(C)(C)Br)=O)CO